CC1=C(C2=C(C(N=C(S2)N2CCN(CC2)C(C2=CN=CC=C2)=O)=O)C=C1C(F)(F)F)[N+](=O)[O-] 7-methyl-2-(4-nicotinoylpiperazin-1-yl)-8-nitro-6-(trifluoromethyl)-4H-benzo[e][1,3]thiazin-4-one